ClC=1N(C=C[N+]1C)C 2-chloro-1,3-dimethylimidazolium